C(CCCCC)(=O)OCC=C allyl hexaneate